C(#N)C1=C(C(=NC(=C1)CC1=CC=C(C=C1)C#N)C(CCC(=O)O)=O)O 4-[4-Cyano-6-(4-cyano-benzyl)-3-hydroxy-pyridin-2-yl]-4-oxo-butyric acid